CC1=C(C(NC(=C1)C)=O)CNC(=O)C=1C(=C(C=C(C1)C=1C=NC(=CC1)CN(C)C)N(C1CCC(CC1)NC(OC(C)(C)C)=O)C)C tert-butyl ((1r,4r)-4-((3-(((4,6-dimethyl-2-oxo-1,2-dihydropyridin-3-yl)methyl)carbamoyl)-5-(6-((dimethylamino)methyl)pyridin-3-yl)-2-methylphenyl)(methyl)amino)cyclohexyl)carbamate